FC1=CN(C2=CC=CC=C12)C=1N=C(N=NC1C(=O)N)NC1=C(C=C2CCN(CC2=C1)C)OC (3-fluoro-1H-indol-1-yl)-3-((6-methoxy-2-methyl-1,2,3,4-tetrahydroisoquinolin-7-yl)amino)-1,2,4-triazine-6-carboxamide